N1,N2-Bis(1-(3,5-bis(trifluoromethyl)phenyl)vinyl)ethan-1,2-diamin FC(C=1C=C(C=C(C1)C(F)(F)F)C(=C)NCCNC(=C)C1=CC(=CC(=C1)C(F)(F)F)C(F)(F)F)(F)F